NCCC[SiH](OC)OC γ-aminopropyldimethoxylsilane